O1C(CCCC1)OCC\C=C/C[C@@H]1[C@@H](C1)C(=O)OC(C)(C)C tert-butyl (1R,2S)-2-[(Z)-5-tetrahydropyran-2-yloxypent-2-enyl]cyclopropanecarboxylate